1-(3-(3-(benzyloxy)propoxy)pyridin-2-yl)-4-methylpiperazine C(C1=CC=CC=C1)OCCCOC=1C(=NC=CC1)N1CCN(CC1)C